3-chloro-N-(4-fluoro-3-pentanamidophenyl)benzamide ClC=1C=C(C(=O)NC2=CC(=C(C=C2)F)NC(CCCC)=O)C=CC1